FC(C1=NN2C(N=C(NC2=O)OCC#C)=C1C1=CC(=C(C(=C1)F)F)F)F 7-(difluoromethyl)-2-(prop-2-yn-1-yloxy)-8-(3,4,5-trifluorophenyl)-3H-pyrazolo[1,5-a][1,3,5]triazin-4-one